1,4-dibenzyl-6-(fluoromethyl)-2,2-dimethylpiperazine C(C1=CC=CC=C1)N1C(CN(CC1CF)CC1=CC=CC=C1)(C)C